nonane-2,4-dione CC(CC(CCCCC)=O)=O